ClC1=C(C(=NN1C)C1=NOC(=C1)C)CN1CC(CC1)CNCCC(C)(C)C N-((1-((5-Chloro-1-methyl-3-(5-methylisoxazol-3-yl)-1H-pyrazol-4-yl)methyl)pyrrolidin-3-yl)methyl)-3,3-dimethylbutan-1-amine